(N-[4-amino-5-(4-iodobenzoyl)thiazol-2-yl]-4-fluoro-anilino)propanamide NC=1N=C(SC1C(C1=CC=C(C=C1)I)=O)N(C1=CC=C(C=C1)F)C(C(=O)N)C